2-(4-(((3S,5R)-3,5-Dimethylpiperidin-1-yl)methyl)-6-(trifluoromethyl)pyridin-2-yl)-6-(2-(4-methyl-4H-1,2,4-triazol-3-yl)phenyl)isoindolin-1-one C[C@@H]1CN(C[C@@H](C1)C)CC1=CC(=NC(=C1)C(F)(F)F)N1C(C2=CC(=CC=C2C1)C1=C(C=CC=C1)C1=NN=CN1C)=O